[C@H]12N(C[C@H](NC1)C2)C2=C(C=C(C=C2)F)NC(=O)C=2C(N(C=CC2)C2=C(C=CC=C2OC)F)=O N-(2-((1R,4R)-2,5-diazabicyclo[2.2.1]hept-2-yl)-5-fluorophenyl)-1-(2-fluoro-6-methoxyphenyl)-2-oxo-1,2-dihydropyridine-3-carboxamide